C(C)O[Si](CCCN1C(C=2C(C1=O)=CC=CC2)=O)(OCC)OCC N-[3-(triethoxysilyl)propyl]phthalimide